NCCCCCCCCCCCCC=O 13-amino-[1-tridecanal]